4-(dimethylamino)-L-phenylalanine CN(C1=CC=C(C[C@H](N)C(=O)O)C=C1)C